3-(3-(sec-butyl)-2-oxo-1,2,3,5-tetrahydro-4H-benzo[1,4]diazepin-4-yl)-4-(3-hydroxyazetidin-1-yl)cyclobut-3-ene-1,2-dione C(C)(CC)C1C(NC2=C(CN1C=1C(C(C1N1CC(C1)O)=O)=O)C=CC=C2)=O